C(C)(=O)N1C(C2CC2C1)C(=O)NC(C1=CC=C(C=C1)C(C)C)C1=CC=CC=C1 3-acetyl-N-{phenyl-[4-(prop-2-yl)phenyl]methyl}-3-azabicyclo[3.1.0]hexane-2-carboxamide